COCCOCCO 2-(2-methoxy-ethoxy)-ethanol